N-(3,4-dichloro-1H-indol-7-yl)-1-(3-methyloxetan-3-yl)pyrazole-4-sulfonamide ClC1=CNC2=C(C=CC(=C12)Cl)NS(=O)(=O)C=1C=NN(C1)C1(COC1)C